C1=CN[O+](C=C1)[O-] oxazin-1-one